2-(2-(1-benzhydrylazetidin-3-ylidene)-2-fluoroethyl)isoindoline-1,3-dione C(C1=CC=CC=C1)(C1=CC=CC=C1)N1CC(C1)=C(CN1C(C2=CC=CC=C2C1=O)=O)F